Trimethylolpropane Tri(3-mercaptopropionate) SCCC(=O)O.SCCC(=O)O.SCCC(=O)O.C(O)C(CC)(CO)CO